N-(3-(4-(4-((3-hydroxyazetidin-1-yl)methyl)-3-methyl-1H-pyrazol-1-yl)pyrimidin-2-ylamino)phenyl)acrylamide OC1CN(C1)CC=1C(=NN(C1)C1=NC(=NC=C1)NC=1C=C(C=CC1)NC(C=C)=O)C